N-(3-aminobenzo[d]isoxazol-5-yl)-2-(4,4-difluoroazepan-1-yl)quinoline-3-carboxamide NC1=NOC2=C1C=C(C=C2)NC(=O)C=2C(=NC1=CC=CC=C1C2)N2CCC(CCC2)(F)F